2-(7-(diethylamino)-2-oxo-2H-benzopyran-3-yl)benzoxazole-5-carboxylic acid C(C)N(C1=CC2=C(C=C(C(O2)=O)C=2OC3=C(N2)C=C(C=C3)C(=O)O)C=C1)CC